1,2-diiodo-4-methoxybenzene IC1=C(C=C(C=C1)OC)I